Cl.COC(=O)C1CN(CC(C1=O)(F)F)C1=CC(=CC=C1)C#N 1-(3-cyanophenyl)-5,5-difluoro-4-oxopiperidine-3-carboxylic acid methyl ester hydrochloride